(2-fluoro-6-trifluoromethylphenyl)-6-methylpyrimidine FC1=C(C(=CC=C1)C(F)(F)F)C1=NC(=CC=N1)C